O1CC(C1)NC1=CC=CC=C1 (oxetan-3-yl)aniline